C(C1=CC=CC=C1)OC(=O)N[C@@H](CCCNC=1C=CC(=C(C(=O)OC)C1)[N+](=O)[O-])C(=O)OC Methyl (S)-5-((4-(((benzyloxy)carbonyl)amino)-5-methoxy-5-oxopentyl)amino)-2-nitrobenzoate